methyl 2-((4-(2-oxa-8-azaspiro[4.5]decane-8-yl)phenyl)amino)-2-carbonylacetate C1OCCC12CCN(CC2)C2=CC=C(C=C2)NC(C(=O)OC)=C=O